tert-butyl (2S,4R)-2-((S)-4-bromo-5-chloro-6-fluoro-2-phenyl-2,3-dihydrobenzofuran-2-yl)-4-fluoropyrrolidine-1-carboxylate BrC1=C(C(=CC2=C1C[C@](O2)(C2=CC=CC=C2)[C@H]2N(C[C@@H](C2)F)C(=O)OC(C)(C)C)F)Cl